1-(4-Hydroxy-2-(5-(p-tolyl)-1H-imidazol-2-yl)piperidin-1-yl)-2-(methylsulfonyl)propan-1-one methyl-(S)-2-((tert-butoxycarbonyl)amino)-3-(1-ethylpiperidin-4-yl)propanoate COC([C@H](CC1CCN(CC1)CC)NC(=O)OC(C)(C)C)=O.OC1CC(N(CC1)C(C(C)S(=O)(=O)C)=O)C=1NC(=CN1)C1=CC=C(C=C1)C